C(C)OCN1C(CC(C(=C1CC1=CC=CC=C1)C(C)C)=O)=O 1-(ethoxy-methyl)-5-(1-methylethyl)-6-(phenylmethyl)-(2,4(1H,3H)-pyridindione)